FC=1C=C(C=C(C1F)F)C1=C(C#N)C=CC=C1 2-(3,4,5-trifluorophenyl)benzonitrile